N-(1-(4,4-difluoropiperidin-1-yl)-6-methyl-2-oxo-1,2-dihydropyridin-3-yl)-4-((2-hydroxyethyl)sulfonamido)-2-(6-azaspiro[2.5]octan-6-yl)benzamide FC1(CCN(CC1)N1C(C(=CC=C1C)NC(C1=C(C=C(C=C1)NS(=O)(=O)CCO)N1CCC2(CC2)CC1)=O)=O)F